nickel phospholate P1C(=CC=C1)C(=O)[O-].[Ni+2].P1C(=CC=C1)C(=O)[O-]